Ethyl 5-(N-((trans)-3-(4-chlorophenyl)cyclobutyl) sulfamoyl)-2-methyl-1H-pyrrole-3-carboxylate ClC1=CC=C(C=C1)[C@@H]1C[C@H](C1)NS(=O)(=O)C1=CC(=C(N1)C)C(=O)OCC